3-(5-(((1S,2R)-2-(ethyl(((1r,3R)-3-methoxycyclobutyl)methyl)amino)cyclopentyl)oxy)-1-oxoisoindolin-2-yl)piperidine-2,6-dione C(C)N([C@H]1[C@H](CCC1)OC=1C=C2CN(C(C2=CC1)=O)C1C(NC(CC1)=O)=O)CC1CC(C1)OC